Fmoc-4-Thiazolylalanine C(=O)(OCC1C2=CC=CC=C2C2=CC=CC=C12)N([C@@H](C)C(=O)O)C=1N=CSC1